4-(1H-benzo[d]imidazol-1-yl)-N-(3-methyl-4-(4-methylpiperazin-1-yl)phenyl)-7H-pyrrolo[2,3-d]pyrimidin-2-amine N1(C=NC2=C1C=CC=C2)C=2C1=C(N=C(N2)NC2=CC(=C(C=C2)N2CCN(CC2)C)C)NC=C1